CC1(C(CC=C1C)CC(CC=C)O)C (2,2,3-trimethyl-3-cyclopenten-1-yl)-4-penten-2-ol